C(C)C1=C(C=CC(=C1)N1CCN(CC1)C)NC1=NC=C(C(=N1)NCCCN1C(OCCC1)=O)C(F)(F)F 3-(3-((2-((2-ethyl-4-(4-methylpiperazin-1-yl)phenyl)amino)-5-(trifluoromethyl)pyrimidin-4-yl)amino)propyl)-1,3-oxazinan-2-one